4-((2S,5R)-4-Acryloyl-2,5-dimethylpiperazin-1-yl)-7-(2-fluorophenyl)-1-(2-isopropyl-4-methylpyridin-3-yl)-6-methylpteridin C(C=C)(=O)N1C[C@@H](N(C[C@H]1C)C1=NCN(C2=NC(=C(N=C12)C)C1=C(C=CC=C1)F)C=1C(=NC=CC1C)C(C)C)C